isothiazolinone, picolinic acid salt N1=C(C=CC=C1)C(=O)O.S1N=CC(C1)=O